O(C1=CC=CC=C1)CC(C)O 1-phenoxypropane-2-ol